2,3,6,7,8,9,10,11,12,13,14,15,16,17-tetradecahydro-1H-cyclopenta[a]phenanthren-16-yl acetate C(C)(=O)OC1CC2C3CCC4=CCCCC4C3CCC2C1